3-(2-aminoethyl)-1H-benzimidazol-2-one NCCN1C(NC2=C1C=CC=C2)=O